2-(imidazol-4-yl)-acetamide N1C=NC(=C1)CC(=O)N